methyl ((3,4-difluoro-2-hydroxyphenyl)sulfonyl)-L-prolinate FC=1C(=C(C=CC1F)S(=O)(=O)N1[C@@H](CCC1)C(=O)OC)O